NC1=NC(=NC2=C(C(=C(C=C12)OC)OC)F)N1CCN(CC1)C(CC1CC2C(N1C(=O)OC(C)(C)C)CCC2)=O tert-Butyl 2-(2-(4-(4-amino-8-fluoro-6,7-dimethoxyquinazolin-2-yl)piperazin-1-yl)-2-oxoethyl)hexahydrocyclopenta[b]pyrrole-1(2H)-carboxylate